4-(3-(4H-1,2,4-triazol-3-yl)piperazin-1-yl)-6-isopropylpyrimidin-2-amine N=1N=C(NC1)C1CN(CCN1)C1=NC(=NC(=C1)C(C)C)N